C(C1=CC=CC=C1)N(S(=O)(=O)C1=CC=C(C=C1)[N+](=O)[O-])CC1CCC(CC1)N(C)C N-benzyl-N-(((1r,4r)-4-(dimethylamino)cyclohexyl)methyl)-4-nitrobenzenesulfonamide